tert-butyl (6-((4-bromo-5-nitrothiazol-2-yl)carbamoyl)-[1,1'-biphenyl]-3-yl)(butyl)carbamate BrC=1N=C(SC1[N+](=O)[O-])NC(=O)C1=CC=C(C=C1C1=CC=CC=C1)N(C(OC(C)(C)C)=O)CCCC